N-propyl-2-(2-(5-(trifluoromethyl)-1,2,4-oxadiazol-3-yl)-6,7-dihydrothieno[3,2-c]pyridin-5(4H)-yl)acetamide C(CC)NC(CN1CC2=C(CC1)SC(=C2)C2=NOC(=N2)C(F)(F)F)=O